6-(2,6-Dimethyl-morpholin-4-yl)-2-ethylsulfanyl-N-[(3-fluorophenyl)-methyl]-4-methyl-pyridine-3-carboxylic acid amide CC1CN(CC(O1)C)C1=CC(=C(C(=N1)SCC)C(=O)NCC1=CC(=CC=C1)F)C